(1,1-dimethyl-2-propynyl)(methyl) (2-propenyl) phosphate P(=O)(OCC(C#C)(C)C)(OCC=C)[O-]